1,1-dimethyl-3-(trans-4-(2-(6-(thieno[3,2-c]pyridin-4-yl)-2,6-diazaspiro[3.3]heptane-2-yl)ethyl)cyclohexyl)urea CN(C(=O)N[C@@H]1CC[C@H](CC1)CCN1CC2(C1)CN(C2)C2=NC=CC1=C2C=CS1)C